N-(4-chloro-5-iodo-2-methylphenyl)pivalamide ClC1=CC(=C(C=C1I)NC(C(C)(C)C)=O)C